C1CN2C(=N[C@H]([C@H]3[C@]2(C1(O)O)NC(=N3)N)CO)N The molecule is a pyrrolopurine that is 2,6-diiminodecahydropyrrolo[1,2-c]purine carrying an additional hydroxymethyl substituent at position 4 as well as two hydroxy substituents at position 10. A toxin that is isolated from marine dinoflagellates and cyanobacteria and is known to cause paralytic shellfish poisoning. It has a role as a marine metabolite, a neurotoxin, a toxin, a bacterial metabolite and a xenobiotic. It is a pyrrolopurine, a member of guanidines, a ketone hydrate, a primary alcohol and an alkaloid.